Tert-butyl (3S)-3-[[4-(6-cyano-7-methylsulfonyl-1H-indol-3-yl)-5-(trifluoromethyl) pyrimidin-2-yl]amino]piperidine-1-carboxylate C(#N)C1=CC=C2C(=CNC2=C1S(=O)(=O)C)C1=NC(=NC=C1C(F)(F)F)N[C@@H]1CN(CCC1)C(=O)OC(C)(C)C